2-(5-Chlorothiobenzene-2-yl)-2-(1-(4-(methoxymethyl)piperidine-1-carbonyl)piperidin-4-ylidene)acetonitrile ClSC=1C=CC(=CC1)C(C#N)=C1CCN(CC1)C(=O)N1CCC(CC1)COC